BrC=1C=C(C=NC1)C1CCN2N1C(C(C2)(C)C(C)(F)F)=O 3-(5-bromo-3-pyridyl)-6-(1,1-difluoroethyl)-6-methyl-1,2,3,7-tetrahydropyrazolo[1,2-a]pyrazol-5-one